2-(6-{[(1R,3S,5S)-1,5-dimethyl-8-azabicyclo[3.2.1]octan-3-yl](methyl)amino}pyridazin-3-yl)-5-(6-methoxypyrimidin-4-yl)phenol C[C@]12CC(C[C@](CC1)(N2)C)N(C2=CC=C(N=N2)C2=C(C=C(C=C2)C2=NC=NC(=C2)OC)O)C